(Z)-2-(5-fluoro-2-(4-(4-fluorophenoxy)benzyl)-1-(4-isopropylbenzylidene)-1H-inden-3-yl)acetic acid FC=1C=C2C(=C(/C(/C2=CC1)=C/C1=CC=C(C=C1)C(C)C)CC1=CC=C(C=C1)OC1=CC=C(C=C1)F)CC(=O)O